(1R,3S)-3-(3-{[(5-methyl-1,3-oxazol-2-yl)acetyl]amino}-1H-pyrazol-5-yl)cyclopentyl (2S,4S)-2,4-dimethylazetidine-1-carboxylate C[C@@H]1N([C@H](C1)C)C(=O)O[C@H]1C[C@H](CC1)C1=CC(=NN1)NC(CC=1OC(=CN1)C)=O